NC1=NC=NN2C1=CC=C2[C@]2([C@@H]([C@@H]([C@H](O2)COP(=O)(OC2=CC=CC=C2)N[C@H](C(=O)OCC)CC2=CC=CC=C2)O)O)C#N (2S)-ethyl 2-(((((2R,3S,4R,5R)-5-(4-aminopyrrolo[2,1-f][1,2,4]triazin-7-yl)-5-cyano-3,4-dihydroxytetrahydrofuran-2-yl)methoxy)(phenoxy)phosphoryl)amino)-3-phenylpropanoate